N-p-hydroxyphenyloxyacetamide OC1=CC=C(C=C1)ONC(C)=O